C(C)(=O)C1CCN(CC1)C1=NC=CC=N1 2-(4-acetylpiperidin-1-yl)pyrimidin